5-({[(3-fluoro-2-pyridyl)cyclobutyl]methyl}amino)-1,3-thiazolo[5,4-d]pyrimidine-2-carboxamide FC=1C(=NC=CC1)C1(CCC1)CNC=1N=CC2=C(N1)SC(=N2)C(=O)N